(R)-N-(3,3-difluoro-1-(oxetan-3-yl)piperidin-4-yl)-5-(4-fluoro-1-isopropyl-2-methyl-1H-benzo[d]imidazol-6-yl)-4-methoxypyrrolo[2,1-f][1,2,4]triazin-2-amine FC1(CN(CC[C@H]1NC1=NN2C(C(=N1)OC)=C(C=C2)C=2C=C(C1=C(N(C(=N1)C)C(C)C)C2)F)C2COC2)F